COC1=CC=C(C\N=C\2/S\C(\C(N2C2=CC=C(C=C2)Cl)=O)=C/C2=CC3=C(OCCO3)C=C2)C=C1 (2Z,5Z)-2-(4-methoxybenzylimino)-3-(4-chlorophenyl)-5-((2,3-dihydrobenzo[b][1,4]dioxin-6-yl)methylene)thiazolidin-4-one